3-(4-bromophenyl)oxolane BrC1=CC=C(C=C1)C1COCC1